2-Methyl-Benzoic Acid CC1=C(C(=O)O)C=CC=C1